benzyl-(S)-3'-(benzylamino)-1'-chloro-4'-oxo-6',7'-dihydro-4'H-spiro[cyclopentane-1,8'-pyrrolo[1,2-a]pyrazin] C(C1=CC=CC=C1)[C@H]1CC2(C=3N1C(C(=NC3Cl)NCC3=CC=CC=C3)=O)CCCC2